Pentadecanoylglycine C(CCCCCCCCCCCCCC)(=O)NCC(=O)O